C(C=C)(=O)N1CCN(CC1)C1=C(N=C2N1CCN(C2)C2=C(C=CC=C2)OCOC)C#N 3-(4-acryloylpiperazin-1-yl)-7-(2-(methoxymethoxy)phenyl)-5,6,7,8-tetrahydroimidazo[1,2-a]pyrazine-2-carbonitrile